[B](F)F.FC1=CC=C(C=C1)C(CC(=O)C=1OC=CC1)=O 1-(4-fluorophenyl)-3-(furan-2-yl)propane-1,3-dione boron difluoride